NC1=NC=2C=CC(=CC2C2=C1[C@H](OC2)C)C(=O)N(C[C@@H]2CC[C@H](CC2)O)CC2=NC=C(C=C2)C#N (3R)-4-amino-N-((5-cyano-2-pyridinyl)methyl)-N-((trans-4-hydroxycyclohexyl)methyl)-3-methyl-1,3-dihydrofuro[3,4-c]quinoline-8-carboxamide